C(C)(C)N(S(=O)(=O)C1=CC=C(C=C1)F)C(C)C N,N-diisopropyl-4-fluorobenzenesulfonamide